COC=1C=C(C=CC1OC)C=CC(=CC(C)=O)O 6-(3,4-dimethoxyphenyl)-4-hydroxyhexa-3,5-dien-2-one